CC(C)[C@](CCCN(C)CCC1=CC(=C(C=C1)OC)OC)(C#N)C2=CC(=C(C=C2)OC)OC The molecule is a 2-(3,4-dimethoxyphenyl)-5-{[2-(3,4-dimethoxyphenyl)ethyl](methyl)amino}-2-(propan-2-yl)pentanenitrile that has S configuration. It is a conjugate base of a (S)-verapamil(1+). It is an enantiomer of a dexverapamil.